C(C)(C)(C)OC(=O)NC1=C(C(=O)OCC)C(=CC=N1)Cl ethyl 2-((tert-butoxycarbonyl) amino)-4-chloronicotinate